O[C@H](CO)C1=CC=CC(=N1)C1=CC=C(OC2=C(C=C(C#N)C=C2)C(F)(F)F)C=C1 (S)-4-(4-(6-(1,2-Dihydroxyethyl)pyridin-2-yl)phenoxy)-3-(trifluoromethyl)benzonitril